F\C=C(\CNC(OC(C)(C)C)=O)/COC=1C=C2CCN(C(C2=CC1)=O)C1=CC=CC=C1 t-butyl N-[(Z)-3-fluoro-2-[(1-oxo-2-phenyl-3,4-dihydroisoquinol-6-yl)oxymethyl]allyl]carbamate